O.N[C@@H](CCCCN)C(=O)O.[N+](=O)([O-])C1=NC2=CC=CC=C2C=C1 nitroquinoline lysine salt monohydrate